C(C)(C)(CCC)[Si](OC)(OC)OC tertiaryhexyltrimethoxysilane